C1(CC1)C([C@@H](C(=O)NC=1C=NN(C1)C(C)C=1N(N=NC1)C(C)C)NC(=O)C=1N(N=CC1)C(C)C)C1CC1 N-[(1S)-1-(dicyclopropyl-methyl)-2-[[1-[1-(3-isopropyl-triazol-4-yl)ethyl]pyrazol-4-yl]-amino]-2-oxo-ethyl]-2-iso-propyl-pyrazole-3-carboxamide